FC1=CC=C(CNC(CN2CC3=C(CC2)SC(=C3)C3=NOC(=N3)C(F)(F)F)=O)C=C1 N-(4-fluorobenzyl)-2-(2-(5-(trifluoromethyl)-1,2,4-oxadiazol-3-yl)-6,7-dihydrothieno[3,2-c]pyridin-5(4H)-yl)acetamide